(2S)-2-(1-(3,5-difluorophenyl)-4-(4-fluorophenyl)-1H-pyrazol-3-yl)-3-(2-(2-oxo-2,3-dihydro-1H-benzo[d]imidazol-5-yl)ethyl)oxazolidin-4-one FC=1C=C(C=C(C1)F)N1N=C(C(=C1)C1=CC=C(C=C1)F)[C@@H]1OCC(N1CCC1=CC2=C(NC(N2)=O)C=C1)=O